N=1C=2N(C=CC1N1CC3(CCN(C3)CC(=O)NCC3C4C=CC(C3)C4)CC1)C1=C(N2)C=CC=C1 2-(7-(benzo[4,5]imidazo[1,2-a]pyrimidin-2-yl)2,7-diazaspiro[4.4]nonan-2-yl)-N-(bicyclo[2.2.1]hept-5-en-2-ylmethyl)acetamide